CC1=NC(=CC(=C1)C=1NC2=CC=C(C=C2C1C(C)C)C1CCN(CC1)C(CN1C(OCC1)=O)=O)C 3-(2-(4-(2-(2,6-dimethylpyridin-4-yl)-3-isopropyl-1H-indol-5-yl)piperidin-1-yl)-2-oxoethyl)oxazolidin-2-one